FC(C(=O)O)(F)F.N1(CCCCC1)C(=O)C1=CC=C(C=C1)[C@@H]1CC[C@H](CC1)OC=1N=NNC1C(=O)O 4-(((trans)-4-(4-(piperidine-1-carbonyl)phenyl)cyclohexyl)oxy)-1H-1,2,3-triazole-5-carboxylic acid 2,2,2-trifluoroacetate